3-(trimethoxysilyl)propyl-dodecyl-dimethyl-ammonium chloride [Cl-].CO[Si](CCC[N+](C)(C)CCCCCCCCCCCC)(OC)OC